OC(=O)C(F)(F)F.C1NCC12CC(C2)=CC(=O)OCC Ethyl 2-{2-azaspiro[3.3]heptan-6-ylidene}acetate TFA salt